(6-(tert-butyl)imidazo[1,2-a]pyrazin-3-yl)-N-((3S,4S)-4-fluoropyrrolidin-3-yl)pyridin-2-amine C(C)(C)(C)C=1N=CC=2N(C1)C(=CN2)C=2C(=NC=CC2)N[C@H]2CNC[C@@H]2F